C(C)(C)(C)OC(=O)N1C[C@H]([C@@H](C1)F)NC1=NC(=NC=C1C(=O)OCC)Cl ethyl 4-(((3R,4R)-1-(tert-butoxycarbonyl)-4-fluoropyrrolidin-3-yl) amino)-2-chloropyrimidine-5-carboxylate